1,4-Dimethyl-2-(4-(methylsulfonyl)phenyl)-6-(1-(1-(oxetan-3-yl)azepan-4-yl)piperidin-4-yl)-1H-benzo[d]imidazol CN1C(=NC2=C1C=C(C=C2C)C2CCN(CC2)C2CCN(CCC2)C2COC2)C2=CC=C(C=C2)S(=O)(=O)C